(2S,3R,4R,5S)-1-(2-(6-fluorobenzo[d][1,3]dioxol-5-yl)ethyl)-2-(hydroxymethyl)piperidine-3,4,5-triol FC=1C(=CC2=C(OCO2)C1)CCN1[C@H]([C@H]([C@@H]([C@H](C1)O)O)O)CO